NC[C@@H]1[C@H](CN(CC1)C(=O)OC(C)(C)C)OCOC (3R,4R)-tert-Butyl 4-(aminomethyl)-3-(methoxymethoxy)piperidine-1-carboxylate